NC=1C(=CC=CC1)Cl 3-amino-2-chlorobenzene